3-methyl-5-trifluoromethyl-pyrazol CC1=NNC(=C1)C(F)(F)F